2-morpholino-5-(trifluoromethyl)thiazole-4-carboxylic acid methyl ester COC(=O)C=1N=C(SC1C(F)(F)F)N1CCOCC1